5-(3-isopropyl-5-(1-(tetrahydro-2H-pyran-4-yl)piperidin-4-yl)-1H-indol-2-yl)-3-methyl-[1,2,3]triazolo[1,5-a]pyridine C(C)(C)C1=C(NC2=CC=C(C=C12)C1CCN(CC1)C1CCOCC1)C1=CC=2N(C=C1)N=NC2C